FC=1C(=CC(=NC1C)C1=NOC(=N1)C=1C=C(C#N)C=CC1)C=1C=NC=CC1C 3-(3-(5'-fluoro-4,6'-dimethyl-[3,4'-bipyridin]-2'-yl)-1,2,4-oxadiazol-5-yl)benzonitrile